1-(4-aminophenyl)-7-ethoxy-2-oxo-1,2-dihydroquinoline-3-carboxylate NC1=CC=C(C=C1)N1C(C(=CC2=CC=C(C=C12)OCC)C(=O)[O-])=O